C1C2N(CCN1C=1N=C3N4C=5C=CC=CC5NC4=C(C(C3=CN1)=O)C(=O)OCC)CCC2 ethyl 4-(3,4,6,7,8,8a-hexahydro-1H-pyrrolo[1,2-a]pyrazin-2-yl)-8-oxo-1,3,5,11-tetrazatetracyclo[8.7.0.02,7.012,17]heptadeca-2,4,6,9,12(17),13,15-heptaene-9-carboxylate